Racemic-methyl 2-(4-bromo-2,5-difluorobenzyl)-1-(3-methoxy-3-methylbutan-2-yl)-1H-benzo[d]imidazole-6-carboxylate BrC1=CC(=C(CC2=NC3=C(N2[C@H](C)C(C)(C)OC)C=C(C=C3)C(=O)OC)C=C1F)F |r|